C1(CC1)CC1C(C1)C=1C=2N(N=C(C1)C=1C(NC(NC1)=O)=O)C=CN2 5-(8-(2-(cyclopropylmethyl)cyclopropyl)imidazo[1,2-b]pyridazine-6-yl)pyrimidine-2,4(1H,3H)-dione